2,6-dimethyl-2,6-heptanediol ditrimethylphenylglyoxylate CC1=C(C(=C(C=C1)C(C(=O)OC(C)(CCCC(C)(OC(C(=O)C1=C(C(=C(C=C1)C)C)C)=O)C)C)=O)C)C